perfluoroundecanoic acid-13C2 F[13C]([13C](=O)O)(C(C(C(C(C(C(C(C(C(F)(F)F)(F)F)(F)F)(F)F)(F)F)(F)F)(F)F)(F)F)(F)F)F